methyl 2-carbamoyl-4-(2-chloroacetyl)-3,4-dihydro-2H-benzo[b][1,4]oxazine-6-carboxylate C(N)(=O)C1CN(C2=C(O1)C=CC(=C2)C(=O)OC)C(CCl)=O